1-Acetyl-6-cyano-2-((methyl(phenyl)amino)methyl)indoline-3-carboxylic acid C(C)(=O)N1C(C(C2=CC=C(C=C12)C#N)C(=O)O)CN(C1=CC=CC=C1)C